O=C1CCC(CC1)=CC(=O)[O-] 2-(4-oxocyclohexylidene)acetate